tert-butyl (3-(2-bromo-5-fluorophenyl)prop-2-yn-1-yl)carbamate BrC1=C(C=C(C=C1)F)C#CCNC(OC(C)(C)C)=O